2-(5-((3-(cyclopropylmethyl)-2,4,5-trioxoimidazolidin-1-yl)methyl)-1,2,4-oxadiazol-3-yl)-N-(2-methoxyphenyl)-N-(morpholin-2-ylmethyl)acetamide C1(CC1)CN1C(N(C(C1=O)=O)CC1=NC(=NO1)CC(=O)N(CC1CNCCO1)C1=C(C=CC=C1)OC)=O